C(C(C)O)O 1,2-PROPANEDIOL